6-chloro-8-carboxy-2-trifluoromethyl-2H-benzopyran-3-carboxylic acid ethyl ester C(C)OC(=O)C=1C(OC2=C(C1)C=C(C=C2C(=O)O)Cl)C(F)(F)F